CC1=C(C=2N(N=C1N1CC=3C=C(C=NC3CC1)NC(C1=CN=C(C=C1)OC)=O)C=NN2)C N-(6-(7,8-dimethyl-[1,2,4]triazolo[4,3-b]pyridazin-6-yl)-5,6,7,8-tetrahydro-1,6-naphthyridin-3-yl)-6-methoxynicotinamide